4-[2-[[1-(4-Fluorophenyl)-2-oxo-pyridine-3-carbonyl]amino]pyrimidin-5-yl]oxy-N-(1-methyl-4-piperidyl)-1,7-naphthyridine-6-carboxamide formate salt C(=O)O.FC1=CC=C(C=C1)N1C(C(=CC=C1)C(=O)NC1=NC=C(C=N1)OC1=CC=NC2=CN=C(C=C12)C(=O)NC1CCN(CC1)C)=O